C1(CC1)C#CC1=C(C=C(C=C1)C1=NNC(O[C@H]1C)=O)C(F)(F)F (S)-5-(4-(cyclopropylethynyl)-3-(trifluoromethyl)phenyl)-6-methyl-3,6-dihydro-2H-1,3,4-oxadiazin-2-one